i-propyl sulfone C(C)(C)S(=O)(=O)C(C)C